ClC1=C(OCC2(CCN(CC2)C(=O)N2C[C@@H]3[C@@H](OCC(N3)=O)CC2)C)C=CC(=C1)F (4aR,8aS)-6-(4-((2-chloro-4-fluorophenoxy)methyl)-4-methylpiperidine-1-carbonyl)hexahydro-2H-pyrido[4,3-b][1,4]oxazin-3(4H)-one